BrC=1C=NC2=C(C=C(C=C2C1)O[C@H](C(=O)NC(C)(C)C1=NC=CC=C1)CC)Cl (S)-2-((3-bromo-8-chloroquinolin-6-yl)oxy)-N-(2-(pyridin-2-yl)propan-2-yl)butanamide